10-chloro-2-methyl-9-(4-methylpiperazin-1-yl)pyrido[2,3-b]phenazine-5,12-dione ClC=1C(=CC=C2N=C3C(C4=C(C(C3=NC12)=O)N=C(C=C4)C)=O)N4CCN(CC4)C